(R)-5-(3-((4-(3,5-dimethylisoxazol-4-yl)pyridin-2-yl)oxy)pyrrolidin-1-yl)-4-(trifluoromethyl)pyridazin-3(2H)-one CC1=NOC(=C1C1=CC(=NC=C1)O[C@H]1CN(CC1)C1=C(C(NN=C1)=O)C(F)(F)F)C